2-(4-phenoxymethylimidazol-1-yl)benzimidazole O(C1=CC=CC=C1)CC=1N=CN(C1)C=1NC2=C(N1)C=CC=C2